C(C=C)(=O)N1C(CN(CC1)C1=C(C(N(C2=NC(=C(C=C12)F)C1=C(C(=CC(=C1F)Cl)Cl)N)C=1C(=NC=CC1C)C(C)C)=O)C#N)CC#N 4-(4-propenoyl-3-(cyanomethyl)piperazin-1-yl)-7-(2-amino-3,5-dichloro-6-fluorophenyl)-6-fluoro-1-(2-isopropyl-4-methylpyridin-3-yl)-2-oxo-1,2-dihydro-1,8-naphthyridine-3-carbonitrile